ethyl 6-(thiazol-4-yl)imidazo[1,2-a]pyridine-3-carboxylate S1C=NC(=C1)C=1C=CC=2N(C1)C(=CN2)C(=O)OCC